OCC1=C(OC2C3(CC3)C(CN2C(C)=O)OC2=C(C=CC=C2)C(F)(F)F)C=CC=C1 4-(hydroxymethyl-phenoxy)-1-(7-(2-trifluoromethyl-phenoxy)-5-azaspiro[2.4]heptan-5-yl)ethan-1-one